C(C)C=1C2=C(N3C1CN(C[C@H]3C)S(=O)(=O)C=C)N=CC(=C2)C(F)(F)F (R)-5-ethyl-9-methyl-3-(trifluoromethyl)-7-(vinylsulfonyl)-6,7,8,9-tetrahydropyrido[3',2':4,5]pyrrolo[1,2-a]pyrazine